1-(((((S)-1,4-Dioxan-2-yl)methoxy)carbonyl)oxy)ethyl-(2R,3R,4S)-4-(benzo[d][1,3]dioxolane-5-yl)-1-[2-(dibutylamino)-2-oxoethyl]-2-(4-methoxyphenyl)pyrrolidine-3-carboxylate O1[C@@H](COCC1)COC(=O)OC(C)OC(=O)[C@H]1[C@@H](N(C[C@@H]1C1=CC2=C(OCO2)C=C1)CC(=O)N(CCCC)CCCC)C1=CC=C(C=C1)OC